3-[3-iodo-2-methyl-6-(methylsulfonyl)phenyl]-4,5-dihydroisoxazole IC=1C(=C(C(=CC1)S(=O)(=O)C)C1=NOCC1)C